ClC1=C(OC=2C=C3CCN(C(C3=CC2)=O)CCOC)C(=CC(=C1)[N+](=O)[O-])Cl 6-(2,6-dichloro-4-nitrophenoxy)-2-(2-methoxyethyl)-3,4-dihydroisoquinolin-1(2H)-one